3-fluoro-N-{4-fluoro-3-[5-(1H-pyrazol-1-yl)-2H-pyrazolo[3,4-b]pyridin-2-yl]phenyl}azetidine FC1CN(C1)C1=CC(=C(C=C1)F)N1N=C2N=CC(=CC2=C1)N1N=CC=C1